2-(2-(2,2-dimethoxyethyl)-3,5-bis(trifluoromethyl)phenyl)-7-(3,5-dimethylphenyl)thieno[2,3-c]pyridine COC(CC1=C(C=C(C=C1C(F)(F)F)C(F)(F)F)C1=CC=2C(=C(N=CC2)C2=CC(=CC(=C2)C)C)S1)OC